C(C=C)(=O)OC1(CCCCC1)C(C)(C)C Tertiary-butyl-cyclohexanol acrylate